4-[2-[(2-amino-2-oxo-ethyl)-tert-butoxycarbonyl-amino]ethyl]piperazine-1-carboxylic acid benzyl-trifluoroacetate C(C1=CC=CC=C1)OC(C(F)(F)F)=O.NC(CN(CCN1CCN(CC1)C(=O)O)C(=O)OC(C)(C)C)=O